C(C)OC(=O)C1=CC2=C(C(N(C=C2Br)C)=O)S1 4-bromo-6-methyl-7-oxo-6,7-dihydrothieno[2,3-c]pyridine-2-carboxylic acid ethyl ester